CN1N=C(C(=C1OC1=CC=CC=C1)\C=N\OCC1=CC=C(C(=O)OC(C)(C)C)C=C1)C tert-butyl (E)-4-[(1,3-dimethyl-5-phenoxypyrazol-4-yl)methyleneaminooxymethyl]benzoate